pyrimidin-5-ylmethyl 4-methylbenzenesulfonate CC1=CC=C(C=C1)S(=O)(=O)OCC=1C=NC=NC1